N8-Hydroxy-N2,N2-dimethyl-4-(tetrahydro-2H-pyran-4-carbonyl)-2,3,4,5-tetrahydrobenzo[f][1,4]oxazepine-2,8-dicarboxamide ONC(=O)C1=CC2=C(CN(CC(O2)C(=O)N(C)C)C(=O)C2CCOCC2)C=C1